N1(CCCC1)[C@H]1CC[C@H](CC1)C1=CN(C2=CN=CC=C21)C2=C(C(=O)N)C=CC=C2 2-(3-(cis-4-(pyrrolidin-1-yl)cyclohexyl)-1H-pyrrolo[2,3-c]pyridin-1-yl)benzamide